6,6-difluoro-2-(4-fluorophenyl)-3-(1H-pyrazolo[3,4-b]pyridin-4-yl)-6,7-dihydro-5H-pyrazolo[5,1-b][1,3]oxazine FC1(CN2C(OC1)=C(C(=N2)C2=CC=C(C=C2)F)C2=C1C(=NC=C2)NN=C1)F